7-Fluoro-1-(4-(4-(methylsulfonyl)piperazin-1-yl)phenyl)-1H-pyrazolo[4,3-c]pyridin-6-ol FC=1C2=C(C=NC1O)C=NN2C2=CC=C(C=C2)N2CCN(CC2)S(=O)(=O)C